C(C)S(=O)(=O)C=1C=CC(=C(C#N)C1)CNC(C1=CC=CC=C1)(C1=CC=CC=C1)C1=CC=CC=C1 5-(ethylsulfonyl)-2-((tritylamino)methyl)benzonitrile